methylisoindolo[2,1-a]quinoxaline CC1=CC=CC=2N=CC=3N(C12)C=C1C=CC=CC13